C1(=CC=C(C=C1)OC1=C(N(CC2CO2)CC2CO2)C=CC=C1)OC1=C(N(CC2CO2)CC2CO2)C=CC=C1 4'-[(1,4-phenylene)dioxy]bis(N,N-diglycidyl-aniline)